C1(=CC=CC=C1)NC(NC1=C(C=CC=C1)NS(=O)(=O)C1=CC=CC=C1)=O N-(2-(3-phenyl-ureido)phenyl)benzenesulfonamide